ClC1=C(C=CC(=C1)Cl)C=1N=C(NC1)C1=CSC=C1 4-(2,4-dichlorophenyl)-2-(3-thienyl)imidazole